FC(C(=O)O)(F)F.ClC1=CC(=NC=C1C(F)(F)F)N1CCNCC1 1-(4-chloro-5-(trifluoromethyl)pyridin-2-yl)piperazine trifluoroacetate